NC=1C=C(C=C(C1N(CC(C)C)CC(C)C)F)CC#N 2-[3-amino-4-[bis(2-methylpropyl)amino]-5-fluorophenyl]acetonitrile